COC(C1=C(N=C(C=C1C1=C(C(=CC=C1OC)C(F)(F)F)F)C)C)=O methyl-4-(2-fluoro-6-methoxy-3-(trifluoromethyl)phenyl)-6-methylnicotinic acid methyl ester